ClC=1C(=NN(C1C)C1=C(C=C(C=C1)NC(CC1=C(C=CC=C1)Cl)=O)S(N)(=O)=O)C N-[4-(4-chloro-3,5-dimethyl-1H-pyrazol-1-yl)-3-sulfamoylphenyl]-2-(2-chlorophenyl)acetamide